di-t-butyl-tin dilaurate C(CCCCCCCCCCC)(=O)[O-].C(CCCCCCCCCCC)(=O)[O-].C(C)(C)(C)[Sn+2]C(C)(C)C